thiazolo[5,4-D]pyrimidinone N1=CS(C=2N=CN=CC21)=O